N-(4-(pyridin-4-ylamino)phenyl)-3-(quinolin-4-ylamino)benzamide N1=CC=C(C=C1)NC1=CC=C(C=C1)NC(C1=CC(=CC=C1)NC1=CC=NC2=CC=CC=C12)=O